5-[({1-[2-Fluoro-4-(trifluoromethyl)phenyl]cyclopropyl}carbonyl)amino]-2-(5-methylpyridin-2-yl)benzoic acid FC1=C(C=CC(=C1)C(F)(F)F)C1(CC1)C(=O)NC=1C=CC(=C(C(=O)O)C1)C1=NC=C(C=C1)C